C(C)C=1C=CC=C2C=C(C=C(C12)C1=C(C=2N=C(N=C(C2C=N1)N1CC2CCC(C1)N2C(=O)OC(C)(C)C)C#CC2(CC2)CO)F)OCOC tert-butyl 3-{7-[8-ethyl-3-(methoxymethoxy)naphthalen-1-yl]-8-fluoro-2-{2-[1-(hydroxymethyl)cyclopropyl]ethynyl}pyrido[4,3-d]pyrimidin-4-yl}-3,8-diazabicyclo[3.2.1]octane-8-carboxylate